NC1=NN2C(=NC(=C(C2=N1)Br)C=1C=C(C#N)C=CC1)N(CC1=CC=C(C=C1)OC)CC1=CC=C(C=C1)OC 3-(2-amino-5-(bis(4-methoxybenzyl)amino)-8-bromo-[1,2,4]triazolo[1,5-c]pyrimidin-7-yl)benzonitrile